(4-methoxyphenyl)[4-(2,3,5,6-tetrafluorophenoxycarbonyl)phenyl]iodanium perchlorate Cl(=O)(=O)(=O)[O-].COC1=CC=C(C=C1)[I+]C1=CC=C(C=C1)C(=O)OC1=C(C(=CC(=C1F)F)F)F